(R)-N-(4-methoxy-2-(4-(4-(oxetan-3-yl)piperazin-1-yl)piperidin-1-yl)-5-((6-(3-(3-phenoxyphenyl)isoxazolidin-2-yl)pyrimidin-4-yl)amino)phenyl)acrylamide COC1=CC(=C(C=C1NC1=NC=NC(=C1)N1OCC[C@@H]1C1=CC(=CC=C1)OC1=CC=CC=C1)NC(C=C)=O)N1CCC(CC1)N1CCN(CC1)C1COC1